[Rn].C1(=CC=CC=C1)O phenol radon